O1CC(C1)N1N=CC(=C1)N 1-(oxetan-3-yl)-1H-pyrazol-4-amine